5-[(3S,4S)-3-[(4-bromo-2-pyridinyl)oxy]-4-fluoropyrrolidin-1-yl]-4-chloro-2-tetrahydropyran-2-yl-pyridazin-3-one BrC1=CC(=NC=C1)O[C@H]1CN(C[C@@H]1F)C1=C(C(N(N=C1)C1OCCCC1)=O)Cl